7-(3,5-dimethylphenyl)-2-(2-(2-methoxyvinyl)-4-neopentylphenyl)-4-(trifluoromethyl)thieno[2,3-c]pyridine CC=1C=C(C=C(C1)C)C=1N=CC(=C2C1SC(=C2)C2=C(C=C(C=C2)CC(C)(C)C)C=COC)C(F)(F)F